diethyl-2-(4-fluorobenzamido)-5-(5-nitrothiophene-2-yl)methyleneaminothiophene-3,4-dicarboxylic acid C(C)OC(=O)C=1C(=C(SC1N=CC=1SC(=CC1)[N+](=O)[O-])NC(C1=CC=C(C=C1)F)=O)C(=O)OCC